C1(CC1)C1=CC=C(C(=N1)C=1C=C2CCC(N(C2=CN1)CC(C(F)(F)F)(F)F)=O)S(=O)(=O)CC 6-(6-cyclopropyl-3-ethylsulfonyl-2-pyridyl)-1-(2,2,3,3,3-pentafluoropropyl)-3,4-dihydro-1,7-naphthyridin-2-one